isobutyl (((R)-1-(((2S,3S)-1-(benzyl(2,2-diethoxyethyl)amino)-3-methyl-1-oxopentan-2-yl)amino)-3-methyl-1-oxobutan-2-yl)oxy)carbamate C(C1=CC=CC=C1)N(C([C@H]([C@H](CC)C)NC([C@@H](C(C)C)ONC(OCC(C)C)=O)=O)=O)CC(OCC)OCC